1-(chloromethyl)-3-fluoro-5-(methylsulfanyl)benzene ClCC1=CC(=CC(=C1)SC)F